8-bromo-6-methoxy-1,2,3,4-tetrahydroisoquinoline hydrochloride Cl.BrC=1C=C(C=C2CCNCC12)OC